FC=1C(=NN(C1)C(C)C)[S@](=O)(N)=NC(NC1=C2C(=NC3=C1CCC3)CCC2)=O (S)-4-fluoro-N'-((1,2,3,5,6,7-hexahydrodicyclopenta[b,e]pyridin-8-yl)carbamoyl)-1-isopropyl-1H-pyrazole-3-sulfonimidamide